3,3'''-Didodecylquaterthiophene C(CCCCCCCCCCC)C1=C(SC=C1)C=1SC=CC1C=1SC=CC1C=1SC=CC1CCCCCCCCCCCC